5-(4-chloro-3-(3-methoxypropoxy)phenyl)-2,2-dimethylcyclopentanone ClC1=C(C=C(C=C1)C1CCC(C1=O)(C)C)OCCCOC